5-cyclopropyl-1-((1S,2S)-2-hydroxycyclobutyl)-3-((7-methoxy-1-methyl-6-(pyrazolo[1,5-a]pyridin-3-yloxy)-1H-imidazo[4,5-b]pyridin-2-yl)amino)pyridin-2(1H)-one C1(CC1)C=1C=C(C(N(C1)[C@@H]1[C@H](CC1)O)=O)NC=1N(C=2C(=NC=C(C2OC)OC=2C=NN3C2C=CC=C3)N1)C